C(C)C1=CC=C2C=NN(C2=C1NS(=O)(=O)C=1C=NC(=NC1)N1N=CC(=C1)C(F)(F)F)C N-(6-ETHYL-1-METHYL-1H-INDAZOL-7-YL)-2-(4-(TRIFLUOROMETHYL)-1H-PYRAZOL-1-YL)PYRIMIDINE-5-SULFONAMIDE